2-[2-amino-4-(4-aminopiperidin-1-yl)-5-(3-fluoro-5-methylphenyl)pyridin-3-yl]-N-methoxy-N-methyl-1H-1,3-benzodiazole-7-carboxamide NC1=NC=C(C(=C1C1=NC2=C(N1)C(=CC=C2)C(=O)N(C)OC)N2CCC(CC2)N)C2=CC(=CC(=C2)C)F